BrC1=C2C=NN(C2=CC(=C1C1CC1)Cl)C1OCCCC1 4-bromo-6-chloro-5-cyclopropyl-1-(oxan-2-yl)indazole